3-{6-amino-5-[1-(2,6-dichloro-3-fluoro-phenyl)-ethoxy]-pyridin-3-yl}-benzoic acid NC1=C(C=C(C=N1)C=1C=C(C(=O)O)C=CC1)OC(C)C1=C(C(=CC=C1Cl)F)Cl